1-[4-(4-chlorophenoxy)phenyl]-3-phenylurea ClC1=CC=C(OC2=CC=C(C=C2)NC(=O)NC2=CC=CC=C2)C=C1